CC(C(=O)OCC(C)(C1=CC(=CC=C1)C(F)(F)F)NC(NC1=C(C=CC=C1CNC(N(C)OC)=O)N)=S)(C)C 2-({[2-amino-6-({[methoxy(methyl)carbamoyl]amino}methyl)phenyl]carbamothioyl}amino)-2-[3-(trifluoromethyl)phenyl]propyl 2,2-dimethylpropanoate